CC1(OB(OC1(C)C)C=1CC(CC1)NC(OC(C)(C)C)=O)C tert-Butyl (3-(4,4,5,5-tetramethyl-1,3,2-dioxaborolan-2-yl)cyclopent-3-en-1-yl)carbamate